C1(CC1)OC=1SC2=NC(=CC=C2N1)C(C)N1C[C@@H](N(C[C@H]1CC)C=1C=2C(N(C(C1)=O)C)=CN(N2)CC#N)CC 2-(7-((2S,5R)-4-(1-(2-cyclopropoxythiazolo[5,4-b]pyridin-5-yl)ethyl)-2,5-diethylpiperazin-1-yl)-4-methyl-5-oxo-4,5-dihydro-2H-pyrazolo[4,3-b]pyridin-2-yl)acetonitrile